Sodium bis(2-methoxyethoxy)aluminium hydride COCCO[AlH]OCCOC.[Na]